ClC=1C(=C2C(=NC1)NC(=N2)C2=CC=C(C=C2)N2CCN(CC2)CC2=NC=CC=C2)N[C@@H]2CN(CC2)C 6-Chloro-N-[(3S)-1-methylpyrrolidin-3-yl]-2-{4-[4-(pyridin-2-ylmethyl)piperazin-1-yl]phenyl}-3H-imidazo[4,5-b]pyridin-7-amine